C1(CC1)CSC=1C=2N(C=CC1)C(=NC2)C(C)(C)N 2-(8-((cyclopropylmethyl)thio)imidazo[1,5-a]pyridin-3-yl)propan-2-amine